((2R,3S,5R)-5-(6-decanamido-2-fluoro-9H-purin-9-yl)-2-ethynyl-3-hydroxytetra-hydrofuran-2-yl)methyl benzoate C(C1=CC=CC=C1)(=O)OC[C@]1(O[C@H](C[C@@H]1O)N1C2=NC(=NC(=C2N=C1)NC(CCCCCCCCC)=O)F)C#C